fluorocyclopropane-1-carboxamide FC1(CC1)C(=O)N